7-(cyclopentylamino)-2-((piperidin-4-ylthio)methyl)quinazolin-4(3H)-one hydrochloride Cl.C1(CCCC1)NC1=CC=C2C(NC(=NC2=C1)CSC1CCNCC1)=O